C1(CC1)C([C@@H](C(=O)NC1=C(C=C(C=C1)[C@@H](C(NCC(F)(F)F)=O)C)F)NC(=O)C1=CC=NN1C1CNCCC1)C1CC1 N-((S)-1,1-dicyclopropyl-3-((2-fluoro-4-((S)-1-oxo-1-((2,2,2-trifluoroethyl)amino)propan-2-yl)phenyl)amino)-3-oxopropan-2-yl)-1-(piperidin-3-yl)-1H-pyrazole-5-carboxamide